C12(CC(C1)C2)N2N=NC(=C2)[C@H](C2=C1C=CN(C(C1=CC=C2)=O)C)N(C(OCCO)=O)C=2C=C1C(=C(C=NC1=C(C2)Cl)C#N)NCC(C)(C)C 2-hydroxyethyl (S)-((1-(bicyclo[1.1.1]pentan-1-yl)-1H-1,2,3-triazol-4-yl)(2-methyl-1-oxo-1,2-dihydroisoquinolin-5-yl)methyl)(8-chloro-3-cyano-4-(neopentylamino)quinolin-6-yl)carbamate